CC(C(CO)CCC)CC 3-methyl-2-propyl-1-pentanol